3-chloro-5-(isopropylamino)benzoic acid ClC=1C=C(C(=O)O)C=C(C1)NC(C)C